3-Cyclohexylamine C1CC(CCC1)N